(monohydroxyethyl)ethylenediaminetetraacetic acid OCCC(C(=O)O)N(CCN(CC(=O)O)CC(=O)O)CC(=O)O